2-Benzyl-2-dimethylamino-1-(4-morpholinophenyl)butan C(C1=CC=CC=C1)C(CC1=CC=C(C=C1)N1CCOCC1)(CC)N(C)C